benzyl 6-(4,4-dimethyl-2-oxooxazolidin-3-yl)-2-fluoronicotinate CC1(N(C(OC1)=O)C1=NC(=C(C(=O)OCC2=CC=CC=C2)C=C1)F)C